1-[[2-(difluoro-methyl)pyridin-4-yl]methyl]-3-[rac-(1R,2R,4S)-2-bicyclo[2.2.1]heptanyl]urea FC(C1=NC=CC(=C1)CNC(=O)N[C@H]1[C@@H]2CC[C@H](C1)C2)F |r|